Cl.FC([C@H]1CC[C@@H](CO1)CN)(F)F (trans-6-(trifluoromethyl)tetrahydro-2H-pyran-3-yl)methanamine hydrochloride